N1=CC(=CC=C1)C1=CC=C2C(=CNC2=C1)C1=NC(=NC=C1C(F)(F)F)N[C@@H]1CN(CCC1)C(=O)OC(C)(C)C tert-butyl (3S)-3-[[4-[6-(3-pyridyl)-1H-indol-3-yl]-5-(trifluoromethyl)pyrimidin-2-yl]amino]piperidine-1-carboxylate